ClC1=NC=CC(=C1F)OC=1C=NC=C(C1C)OC1=C(C=C(C=C1)C1CC1)F 2-chloro-4-[[5-(4-cyclopropyl-2-fluoro-phenoxy)-4-methyl-3-pyridyl]oxy]-3-fluoro-pyridine